CC=CC=1C(NC(N([C@H]2[C@H](O)[C@H](O)[C@@H](CO)O2)C1)=O)=O 5-(2-methylvinyl)uridine